N-(benzyloxycarbonyl)-1H-pyrazole-1-carboxamidine C1=CC=C(C=C1)COC(=O)N=C(N)N2C=CC=N2